2-cyano-5-dimethylamino-2,4-pentadienyldimethylamide acetate C(C)(=O)[O-].C(#N)C(CC[N-]C)=CC=CN(C)C